N-(2,2-dicyclopropyl-1-(5-((2-oxo-4-(trifluoromethyl)imidazolidin-1-yl)methyl)benzo[d]oxazol-2-yl)ethyl)-4-methyloxazole-5-carboxamide C1(CC1)C(C(C=1OC2=C(N1)C=C(C=C2)CN2C(NC(C2)C(F)(F)F)=O)NC(=O)C2=C(N=CO2)C)C2CC2